6-((3S,4R)-3-aminotetrahydro-2H-pyran-4-yl)-2-chloro-7-ethynyl-N-(furan-2-ylmethyl)thieno[3,2-d]pyrimidin-4-amine N[C@@H]1COCC[C@H]1C1=C(C=2N=C(N=C(C2S1)NCC=1OC=CC1)Cl)C#C